BrC1=CC=C2C(=N1)C(=CN2)NC2=NC1=C(N2C)C=CC(=C1)OC1=CC=CC=C1 N-(5-bromo-1H-pyrrolo[3,2-b]pyridin-3-yl)-1-methyl-5-phenoxy-1H-benzo[d]imidazol-2-amine